N1(CC(CC1)C(=O)OC)C(=O)OC(C)(C)C {tert-butyl} 3-methyl pyrrolidine-1,3-dicarboxylate